FC(CC)(F)[C@H]1CCC=2N1N=C(N2)C(=O)N[C@@H]2C(NC1=C(CC2)C=C(C=C1F)F)=O |&1:5| Racemic-5-(1,1-difluoropropyl)-N-[(3S)-7,9-difluoro-2-oxo-1,3,4,5-tetrahydro-l-1-benzazepine-3-yl]-6,7-dihydro-5H-pyrrolo[1,2-b][1,2,4]Triazole-2-carboxamide